Cl.CNC(C1=NC(=C(C=C1)C1CCNCC1)C)=O N,6-dimethyl-5-(piperidin-4-yl)picolinamide hydrochloride